C(C)OP(=O)(OCC)C(C)C1=CC=C2C=CC(=CC2=C1)C(=O)O 7-(1-(diethoxyphosphoryl)ethyl)-2-naphthoic acid